C(C)OC(=O)C1=CC2=C(S1)C=C(C=C2)N2CC(C2)(C)O 6-(3-hydroxy-3-methylazetidine-1-yl)benzo[b]thiophene-2-carboxylic acid ethyl ester